11-{4-oxo-5-[(3Z)-2-oxo-1-(prop-2-en-1-yl)-2,3-dihydro-1H-indol-3-ylidene]-2-sulfanylidene-1,3-thiazolidin-3-yl}undecanoic acid O=C/1N(C(S\C1=C\1/C(N(C2=CC=CC=C12)CC=C)=O)=S)CCCCCCCCCCC(=O)O